CC(C=CC)=C 4-methyl-2,4-pentadiene